S1C(=NC2=C1C=CC=C2)NC(=O)C=2C=CC=C1CCN(CC21)C2=CC=C(C(=N2)C(=O)OC(C)(C)C)C2=C(C(=CC=C2)OCC[C@@H]2CN(CCC2)CC(=O)OCC)C (R)-tert-butyl 6-(8-(benzo[d]thiazol-2-ylcarbamoyl)-3,4-dihydroisoquinolin-2(1H)-yl)-3-(3-(2-(1-(2-ethoxy-2-oxoethyl)piperidin-3-yl)ethoxy)-2-methylphenyl)picolinate